heptadecan-9-yl 8-[2-hydroxyethyl-(6-oxo-6-undecoxyhexyl) amino]octanoate OCCN(CCCCCCCC(=O)OC(CCCCCCCC)CCCCCCCC)CCCCCC(OCCCCCCCCCCC)=O